6-(2,6-dichloro-3,5-dimethoxyphenyl)-8-(4-methoxy-4-methylpiperidin-1-yl)-2-(methylthio)pyrido[3,4-d]pyrimidine ClC1=C(C(=C(C=C1OC)OC)Cl)C1=CC2=C(N=C(N=C2)SC)C(=N1)N1CCC(CC1)(C)OC